C(CCC)OCC1=CC(=C(C(=C1)F)C#CC1=CC(=C(C=C1)C1=CC(=C(C(=C1)F)C#N)F)C(F)(F)F)F 4'-((4-(butoxymethyl)-2,6-difluorophenyl)ethynyl)-3,5-difluoro-2'-(trifluoromethyl)-[1,1'-biphenyl]-4-carbonitrile